2-(((S)-1-(((S)-1,1-bis(4-ethoxyphenyl)propan-2-yl)amino)-4-methyl-1-oxopentan-2-yl)carbamoyl)-4-methoxypyridin-3-yl acetate C(C)(=O)OC=1C(=NC=CC1OC)C(N[C@H](C(=O)N[C@H](C(C1=CC=C(C=C1)OCC)C1=CC=C(C=C1)OCC)C)CC(C)C)=O